(2S,5S)-benzyl 5-((2-chloro-7-tosyl-7H-pyrrolo[2,3-d]pyrimidin-4-yl)amino)-2-(hydroxymethyl)piperidine-1-carboxylate ClC=1N=C(C2=C(N1)N(C=C2)S(=O)(=O)C2=CC=C(C)C=C2)N[C@H]2CC[C@H](N(C2)C(=O)OCC2=CC=CC=C2)CO